7-((2s,5r)-4-(1-(4-bromo-1-ethyl-1H-pyrazol-3-yl)ethyl)-2,5-diethylpiperazin-1-yl)-4-methyl-2-(tetrahydro-2H-pyran-2-yl)-2,4-dihydro-5H-pyrazolo[4,3-b]pyridin-5-one BrC=1C(=NN(C1)CC)C(C)N1C[C@@H](N(C[C@H]1CC)C=1C=2C(N(C(C1)=O)C)=CN(N2)C2OCCCC2)CC